ClC=1C=CC2=C(NC(OC23CCN(CC3)C(=O)OCC3=CC=CC=C3)=O)N1 benzyl 7'-chloro-2'-oxo-1'H-spiro[piperidine-4,4'-pyrido[2,3-d][1,3]oxazine]-1-carboxylate